3'-thiocytidine triphosphate P(O)(=O)(OP(=O)(O)OP(=O)(O)O)OC[C@@H]1[C@H]([C@H]([C@@H](O1)N1C(=O)N=C(N)C=C1)O)S